(R)-1-(2-chlorophenyl)ethyl (1-methyl-4-(4-(methylsulfonamido)phenyl)-1H-pyrazol-5-yl)carbamate CN1N=CC(=C1NC(O[C@H](C)C1=C(C=CC=C1)Cl)=O)C1=CC=C(C=C1)NS(=O)(=O)C